[OH-].[Na+].[Na+].[OH-] sodium-sodium hydroxide